O=C(CCC(=O)O)OC1=CC=C2C(=CNC2=C1)CCN1CCCC1 4-oxo-4-((3-(2-(pyrrolidin-1-yl)ethyl)-1H-indol-6-yl)oxy)butanoic acid